O=C1C2=CC=CC=C2C(C=2C(=CC=C(C12)NC=1C(=C(C(=CC1C)C)S(=O)(=O)NC1CCCCC1)C)NC=1C(=C(C(=CC1C)C)S(=O)(=O)NC1CCCCC1)C)=O 3'-[(9,10-dihydro-9,10-dioxo-1,4-anthracenediyl)diimino]bis[N-cyclohexyl-2,4,6-trimethylbenzenesulfonamide]